N-((4,6-dimethyl-2-oxo-1,2-dihydropyridin-3-yl)methyl)-5-(ethyl-(tetrahydro-2H-pyran-4-yl)amino)-4-methyl-4'-(piperazin-1-ylmethyl)-[1,1'-biphenyl]-3-carboxamide TFA salt OC(=O)C(F)(F)F.CC1=C(C(NC(=C1)C)=O)CNC(=O)C=1C=C(C=C(C1C)N(C1CCOCC1)CC)C1=CC=C(C=C1)CN1CCNCC1